CN(C(OC1=CC(=CC(=C1)[C@H](CNC(C)(C)C)O)OC(N(C)C)=O)=O)C |r| [RS]-5-[2-(tert-butylamino)-1-hydroxyethyl]benzene-1,3-diyl bis(dimethylcarbamate)